7-(3-(N-(3,5-dimethyl-4H-1,2,4-triazol-4-yl)sulfamoyl)phenyl)heptanoic acid CC1=NN=C(N1NS(=O)(=O)C=1C=C(C=CC1)CCCCCCC(=O)O)C